n-methyl-3-((6-(1-methyl-1H-1,2,3-triazol-5-yl)-1-oxoisoquinolin-2(1H)-yl)methyl)benzamide bis(3-pentyloctyl)8,8'-((3-((3-aminopyridin-2-yl)amino)propyl)azanediyl)dioctanoate C(CCCC)C(CCOC(CCCCCCCN(CCCCCCCC(=O)OCCC(CCCCC)CCCCC)CCCNC1=NC=CC=C1N)=O)CCCCC.CNC(C1=CC(=CC=C1)CN1C(C2=CC=C(C=C2C=C1)C1=CN=NN1C)=O)=O